N-[1-(3,5-difluorophenyl)-5-oxopyrrolidin-3-yl]-2-(2,5-dimethylphenyl)acetamide FC=1C=C(C=C(C1)F)N1CC(CC1=O)NC(CC1=C(C=CC(=C1)C)C)=O